C1NCCC12C(NC(CC2)=O)=O 2,7-Diazaspiro[4.5]decane-6,8-dione